N-(4-(4-(aminomethyl)-1H-pyrazol-1-yl)-3-chlorophenyl)-1-(quinolin-5-yl)-5-(trifluoromethyl)-1H-pyrazole-4-carboxamide NCC=1C=NN(C1)C1=C(C=C(C=C1)NC(=O)C=1C=NN(C1C(F)(F)F)C1=C2C=CC=NC2=CC=C1)Cl